C(C)OP1(C=CN(C=C1)C1=C(C=C(C=C1)[N+](=O)[O-])F)=O 4-ethoxy-1-(2-fluoro-4-nitrophenyl)-1,4-azaphosphine-4-oxide